Cl.N[C@H]1[C@@H](C1)C1=CC=C(C=C1)NC(=O)C1=CC2=CC=CC=C2C=C1 trans-N-[4-(2-aminocyclopropyl)phenyl]naphthalene-2-carboxamide hydrochloride